ethyl 6-(2,2,2-trifluoro-1-hydroxyethyl)picolinate FC(C(O)C1=CC=CC(=N1)C(=O)OCC)(F)F